5-(4-chloro-2-fluoro-phenyl)-7-((2S)-2-(3-methoxyphenyl)-4-morpholinyl)-2,3-dimethylpyrido[4,3-d]-pyrimidin-4(3H)-one ClC1=CC(=C(C=C1)C1=NC(=CC=2N=C(N(C(C21)=O)C)C)N2C[C@@H](OCC2)C2=CC(=CC=C2)OC)F